N-(4-(1-(4-bromophenyl)cyclopentyl)thiazol-2-yl)-2,6-difluoro-4-(piperazin-1-yl)benzamide BrC1=CC=C(C=C1)C1(CCCC1)C=1N=C(SC1)NC(C1=C(C=C(C=C1F)N1CCNCC1)F)=O